Cl.N1(C(CCC1)=O)[C@@H]1CNCC1 (3'S)-[1,3'-Bipyrrolidin]-2-one hydrochloride